FC=1C=C(OC2=C(C3=C(CN(S3)C)C=C2)C)C=CC1F 6-(3,4-difluorophenoxy)-2,7-dimethylbenzo[d]isothiazol